(Z)-2-(2-(1,1-dimethoxy-3-(tetrahydro-2H-pyran-4-yl)propan-2-ylidene)hydrazino)-5-methylpyridine COC(\C(\CC1CCOCC1)=N/NC1=NC=C(C=C1)C)OC